5-phenoxybenzo[c]isoxazole-3-carboxylic acid O(C1=CC=CC=C1)C1=CC=2C(=NOC2C(=O)O)C=C1